FC1=C(C=CC=C1)\C=C\C(C)C 1-(2-fluorophenyl)-3-methyl-trans-1-butene